rhamnosyl-(1→6)glucose C1([C@H](O)[C@H](O)[C@@H](O)[C@@H](O1)C)OC[C@H]([C@H]([C@@H]([C@H](C=O)O)O)O)O